C12OCC(CC1)(C2)C=2N=C1N(C=C(C(=N1)OC(C)C)C(=O)NC=1C=NN3C1N=CC=C3)C2 2-(2-oxabicyclo[2.2.1]heptan-4-yl)-7-isopropoxy-N-(pyrazolo[1,5-a]pyrimidin-3-yl)imidazo[1,2-a]pyrimidine-6-carboxamide